3-methoxy-4-{[3-(4-{[(1s,4s)-4-(4-hydroxypiperidin-1-yl)cyclohexyl]amino}-1-(2,2,2-trifluoroethyl)-1H-indol-2-yl)prop-2-yn-1-yl]amino}benzene-1-sulfonamide COC=1C=C(C=CC1NCC#CC=1N(C2=CC=CC(=C2C1)NC1CCC(CC1)N1CCC(CC1)O)CC(F)(F)F)S(=O)(=O)N